2,2-diethyl-6-(3-(2-(trifluoromethyl)pyridin-3-yl)-1,2,4-oxadiazol-5-yl)chroman-4-one C(C)C1(OC2=CC=C(C=C2C(C1)=O)C1=NC(=NO1)C=1C(=NC=CC1)C(F)(F)F)CC